3-(3-(3-bromophenyl)-1H-pyrazol-1-yl)piperidine-2,6-dione BrC=1C=C(C=CC1)C1=NN(C=C1)C1C(NC(CC1)=O)=O